FC=1C=C(C=CC1)[C@H](CN[C@H]1CC[C@H](CC1)CC(C)(C)NS(=O)(=O)C)O N-(1-((cis)-4-(((R)-2-(3-fluorophenyl)-2-hydroxyethyl)amino)-cyclohexyl)-2-methylpropan-2-yl)methanesulfonamide